4-(2-cyanopropan-2-yl)-N-(4-fluoro-3-(4,4,5,5-tetramethyl-1,3,2-dioxaborolan-2-yl)phenyl)picolinamide C(#N)C(C)(C)C1=CC(=NC=C1)C(=O)NC1=CC(=C(C=C1)F)B1OC(C(O1)(C)C)(C)C